2-(3,6-dihydro-2H-pyran-4-yl-2,2,6,6-d4)-4,4,5,5-tetramethyl-1,3,2-dioxaborolane O1C(CC(=CC1([2H])[2H])B1OC(C(O1)(C)C)(C)C)([2H])[2H]